C1(=CC=CC=C1)C1=C2CCCN(C2=CC=C1)C(=O)C=1SC=2CN(CCC2N1)CC(=O)O 2-(2-(5-phenyl-1,2,3,4-tetrahydro-quinoline-1-carbonyl)-6,7-dihydrothiazolo[5,4-c]pyridin-5(4H)-yl)acetic acid